N1CC(C1)S(=O)(=O)NC=1C=CC(=NC1)C=1N=NN(C1NC(O[C@H](C)C=1C(=NC=CC1)Cl)=O)C (R)-1-(2-chloropyridin-3-yl)ethyl (4-(5-(azetidine-3-sulfonamido) pyridin-2-yl)-1-methyl-1H-1,2,3-triazol-5-yl)carbamate